FC(C(C1=CC=C(C=C1)F)N1N=CC(=C1)C1=NC(=NC=C1)C1=CC=2N(C=C1)N=C(N2)N)C 7-(4-(1-(2-fluoro-1-(4-fluorophenyl)propyl)-1H-pyrazol-4-yl)pyrimidin-2-yl)-[1,2,4]triazolo[1,5-a]pyridin-2-amine